4-bromo-1-phenyl-1H-indole-6-carboxylic acid BrC1=C2C=CN(C2=CC(=C1)C(=O)O)C1=CC=CC=C1